[5-(3,5-difluorophenyl)-4,5-dihydro-1H-pyrazol-1-yl]-[1-[4-[5-(2-ethyl-2-Hydroxybutoxy)-2-fluorophenyl]pyridin-2-yl]piperidin-4-yl]methanone FC=1C=C(C=C(C1)F)C1CC=NN1C(=O)C1CCN(CC1)C1=NC=CC(=C1)C1=C(C=CC(=C1)OCC(CC)(O)CC)F